ClC1=C(C(=O)NC(NC=2C(=NC=CC2C)C(C)C)=O)C=C(C(=N1)Cl)F 2,6-Dichloro-5-fluoro-N-((2-isopropyl-4-methylpyridin-3-yl)carbamoyl)nicotinamide